FC1=C2C(N(C=NC2=CC=C1CN1CCC(CC1)C=1C=C2CN(C(C2=CC1)=O)C1C(NC(CC1)=O)=O)C=1C=NC=CC1)=O 3-(5-(1-((5-fluoro-4-oxo-3-(pyridin-3-yl)-3,4-dihydroquinazolin-6-yl)methyl)piperidin-4-yl)-1-oxoisoindolin-2-yl)piperidine-2,6-dione